CC1=NN(C2=C1CNCC2)CC21CCC(CC2)(C1)NC(OC(C)(C)C)=O tert-butyl (4-((3-methyl-4,5,6,7-tetrahydro-1H-pyrazolo[4,3-c]pyridin-1-yl)methyl)bicyclo[2.2.1]heptan-1-yl)carbamate